BrC1=CC=C2C(=CC=NC2=C1)C(=O)NCC(=O)OC(C)(C)C tert-butyl (7-bromoquinoline-4-carbonyl)glycinate